5-(2''-(difluoromethyl)-3-fluoro-5''-methoxy-2-oxo-2H-[1,2':4',4''-terpyridine]-5'-carboxamido)-1,2,4-thiadiazole FC(C1=NC=C(C(=C1)C1=CC(=NC=C1C(=O)NC1=NC=NS1)N1C(C(=CC=C1)F)=O)OC)F